4-[(2R)-3-(3,4-dihydro-1H-isoquinolin-2-yl)-2-hydroxy-propyl]-8-propionyl-2,3-dihydro-1,4-benzoxazepin-5-one C1N(CCC2=CC=CC=C12)C[C@H](CN1CCOC2=C(C1=O)C=CC(=C2)C(CC)=O)O